[Pt+4].CC1=C(C(=C(C1)C)C)C trimethyl-(methyl-cyclopentadiene) platinum (IV)